3-amino-α-methyl-4-pyridinemethanol NC=1C=NC=CC1C(O)C